7-(1-methyl-1H-pyrazol-4-yl)-N-(2-methyl-5-(2-(1-methylazetidin-3-yl)acetamido)pyridin-3-yl)-[1,2,4]triazolo[4,3-a]pyridine-3-carboxamide CN1N=CC(=C1)C1=CC=2N(C=C1)C(=NN2)C(=O)NC=2C(=NC=C(C2)NC(CC2CN(C2)C)=O)C